FC1=CC=C(C=C1)N1N=CC2=CC(=CC=C12)CNCC(O)C=1C(=C2COC(C2=CC1)=O)C 5-(2-(((1-(4-fluorophenyl)-1H-indazol-5-yl)methyl)amino)-1-hydroxyethyl)-4-methyl-isobenzofuran-1(3H)-one